8,9-Di-O-acetyl-5-N-glycolyl-neuraminic acid C(C)(=O)O[C@@H]([C@H]([C@H]1[C@@H]([C@H](CC(C(O)=O)(O)O1)O)NC(CO)=O)O)COC(C)=O